((1R,2R)-2-(4-Bromo-6-methyl-1-(tetrahydro-2H-pyran-2-yl)-1H-indazol-5-yl)cyclopropyl)acetaldehyde BrC1=C2C=NN(C2=CC(=C1[C@H]1[C@H](C1)CC=O)C)C1OCCCC1